ClC1=NC=C(C(=O)O)C(=C1)C1=CC=C(C=C1)C=C 6-chloro-4-(4-vinylphenyl)nicotinic acid